bis[4-(4-maleimidophenoxy)phenyl]ketone C1(C=CC(N1C1=CC=C(OC2=CC=C(C=C2)C(=O)C2=CC=C(C=C2)OC2=CC=C(C=C2)N2C(C=CC2=O)=O)C=C1)=O)=O